CC(C[Zn])C.[Br] Bromine (2-methylpropyl)zinc